N1=CC=CC2=CC(=CC=C12)C(=O)N1C(OCC1)=O 3-(quinoline-6-carbonyl)oxazolidine-2-one